di-2-butoxyaluminum ethylacetoacetate C(C)OC(CC(=O)C)=O.CC(CC)O[Al]OC(C)CC